trans-1,2-diaminomethyl-cyclobutaneN NCC1=C(CC1)CN